3-AMINO-4-METHYL-BENZALDEHYDE NC=1C=C(C=O)C=CC1C